O[C@@H](CC)C1=CC(=C(C=N1)C1=NC=C2C=C(N=CC2=C1)NC(=O)C1COC1)C (S)-N-(7-(6-(1-hydroxypropyl)-4-methylpyridin-3-yl)-2,6-naphthyridin-3-yl)oxetane-3-carboxamide